(Z)-2-(benzo[d]thiazol-6-yl-(2-methoxyethyl)amino)-5-(benzo[d]thiazol-6-ylmethylene)-3,5-dihydro-4H-imidazol-4-one S1C=NC2=C1C=C(C=C2)N(C2=N\C(\C(N2)=O)=C/C2=CC1=C(N=CS1)C=C2)CCOC